4-nitrophenyl (R)-3-(5-chloro-6-oxopyridazin-1(6H)-yl)piperidine-1-carboxylate ClC1=CC=NN(C1=O)[C@H]1CN(CCC1)C(=O)OC1=CC=C(C=C1)[N+](=O)[O-]